tert-butyl (4-cyano-7-(3-isopropyl-1H-pyrazol-1-yl)-2,3-dihydrobenzofuran-5-yl)carbamate C(#N)C1=C(C=C(C2=C1CCO2)N2N=C(C=C2)C(C)C)NC(OC(C)(C)C)=O